C(C1=CC=CC=C1)(C1=CC=CC=C1)NC(=O)[C@@H]1CC[C@H]2N1C([C@H](CN(CC2)C(CC(C)C)=O)NC([C@H](C)NC)=O)=O (5S,8S,10aR)-N-benzhydryl-5-((S)-2-(methylamino)propanamido)-3-(3-methylbutanoyl)-6-oxodecahydropyrrolo[1,2-a][1,5]diazocine-8-carboxamide